1-[4,8-dimethyl-12-methylen-4,8-cyclododecadien-1-yl]ethanone CC=1CCC(C(CCC=C(CCC1)C)=C)C(C)=O